C1=CC=C(C=C1)CON.Cl O-benzylhydroxylamine hydrochloride